Methyl 2-(2-(2-(4-(2-(tetrahydro-2H-pyran-4-yl)acetamido)piperidin-1-yl)thiazole-4-carboxamido)acrylamido)acrylate O1CCC(CC1)CC(=O)NC1CCN(CC1)C=1SC=C(N1)C(=O)NC(C(=O)NC(C(=O)OC)=C)=C